5-(4,6-Dihydroxy-3'-isopropyl-[1,1'-biphenyl]-3-yl)-N-ethyl-4-(4-((4-morpholinopiperidin-1-yl)methyl)phenyl)isoxazole-3-carboxamide OC1=C(C=C(C(=C1)O)C1=CC(=CC=C1)C(C)C)C1=C(C(=NO1)C(=O)NCC)C1=CC=C(C=C1)CN1CCC(CC1)N1CCOCC1